ClC=1C=NC(=NC1)NC[C@H]1N(CC(C[C@H]1C)(F)F)C(=O)C1=NC(=CC=C1C1=NC=CC=N1)C ((2S,3R)-2-(((5-chloropyrimidin-2-yl)amino)methyl)-5,5-difluoro-3-methylpiperidin-1-yl)(6-methyl-3-(pyrimidin-2-yl)pyridin-2-yl)methanone